5-(3-(trifluoromethyl)phenyl)oxazole-2-carboxamide FC(C=1C=C(C=CC1)C1=CN=C(O1)C(=O)N)(F)F